C1(CCCCC1)[C@@H](C(=O)O)NC(=O)C1=NN(C(=C1)C1=C(C=CC=C1OC)OC)C1=CC=C(C=C1)F (2S)-2-cyclohexyl-2-{[5-(2,6-dimethoxyphenyl)-1-(4-fluorophenyl)-1H-pyrazol-3-yl]formamido}acetic acid